1,3,3-trifluoropropyne FC#CC(F)F